N1CC(OCC1)=O 2-morpholinOne